C(#C)C1=CC(=NC=2N=C(N=CC21)NC2=CC=C(C=C2)N2CCN(CC2)C)NC(=O)NC2CN(C2)S(=O)(=O)C 1-(5-ethynyl-2-{[4-(4-methylpiperazin-1-yl)phenyl]amino}pyrido[2,3-d]pyrimidin-7-yl)-3-(1-methanesulfonylazetidin-3-yl)urea